3-(4-(3-(4-(6-(6-((R)-2-(3-fluorophenyl)pyrrolidin-1-yl)imidazo[1,2-b]pyridazin-3-yl)pyridin-2-yl)piperazin-1-yl)propyl)-1H-benzo[d]imidazol-1-yl)piperidine-2,6-dione FC=1C=C(C=CC1)[C@@H]1N(CCC1)C=1C=CC=2N(N1)C(=CN2)C2=CC=CC(=N2)N2CCN(CC2)CCCC2=CC=CC=1N(C=NC12)C1C(NC(CC1)=O)=O